NCCCC(=O)O 2-aminoethylacetic acid